1-(6-bromo-3-pyridinyl)ethanol BrC1=CC=C(C=N1)C(C)O